NC1=C(C=C(C=C1F)C(=O)C1=CC=C2C(=CC=CN12)C1=CC2=C(N(C(=N2)C)C)C=C1OC)F (4-amino-3,5-difluorophenyl)(8-(6-methoxy-1,2-dimethyl-1H-benzo[d]imidazol-5-yl)indolizin-3-yl)methanone